N1(CCCCCC1)C(=O)C1=C(C2=C(CCC3=CN(N=C23)CC2=CC(=CC=C2)Cl)O1)C azepan-1-yl[2-(3-chlorobenzyl)-8-methyl-4,5-dihydro-2H-furo[2,3-g]indazol-7-yl]methanone